(cyclobutylmethyl)-N-[(3R)-1-[6-[2,2,2-trifluoro-1-[(4-oxopyrido[1,2-a]pyrimidine-2-carbonyl)amino]ethyl]pyridazin-3-yl]-3-piperidyl]carbamate C1(CCC1)COC(N[C@H]1CN(CCC1)C=1N=NC(=CC1)C(C(F)(F)F)NC(=O)C=1N=C2N(C(C1)=O)C=CC=C2)=O